5-amino-3-(7-((5-fluoro-2-methoxybenzamido)methyl)-1H-indol-4-yl)-1-(1-(methoxy(methyl)amino)-1-oxopropan-2-yl)-1H-pyrazole-4-carboxamide NC1=C(C(=NN1C(C(=O)N(C)OC)C)C1=C2C=CNC2=C(C=C1)CNC(C1=C(C=CC(=C1)F)OC)=O)C(=O)N